COC(=O)C1CCC(CC1)NC1=NC(=NC=C1Cl)Cl 4-[(2,5-dichloropyrimidin-4-yl)amino]cyclohexanecarboxylic acid methyl ester